(1-(3,5-dichlorophenyl)-3-(3,3-dimethylmorpholine-4-carbonyl)-7-methoxy-1,4-dihydrobenzopyrano[4,3-c]pyrazol-8-yl)nicotinic acid ClC=1C=C(C=C(C1)Cl)N1N=C(C2=C1C1=C(OC2)C=C(C(=C1)C1=C(C(=O)O)C=CC=N1)OC)C(=O)N1C(COCC1)(C)C